NC1=C(C=C(C=C1)C1=CC=C(C=N1)C(=O)OC)Cl methyl 6-(4-amino-3-chloro-phenyl)pyridine-3-carboxylate